C1(CCCC1)[C@@]1(NC(NC1=O)=O)CNC(=O)C1=NN(N=C1)C1=CC=C(C=C1)F |r| rac-N-[(4-cyclopentyl-2,5-dioxoimidazolidin-4-yl)methyl]-2-(4-fluorophenyl)-2H-1,2,3-triazole-4-carboxamide